2,4,5-trifluoro-3-methoxybenzaldehyde FC1=C(C=O)C=C(C(=C1OC)F)F